3-(4-(dimethylamino)-1-(2-fluoro-3-methoxyphenyl)-2-hydroxy-2-(2-methoxy-6-(methylthio)pyridin-4-yl)butyl)-2-methoxyquinoline-6-carbonitrile CN(CCC(C(C1=C(C(=CC=C1)OC)F)C=1C(=NC2=CC=C(C=C2C1)C#N)OC)(C1=CC(=NC(=C1)SC)OC)O)C